4-chloro-1-(2,3-dihydrobenzo[b][1,4]dioxin-6-yl)-N-(3-fluoro-5-(phenylethynyl)pyridin-2-yl)-1H-pyrazole-5-carboxamide ClC=1C=NN(C1C(=O)NC1=NC=C(C=C1F)C#CC1=CC=CC=C1)C1=CC2=C(OCCO2)C=C1